COC1=CC=C(C=C1)N1C([C@@H]([C@@H]1C=C(C)C)O[Si](C(C)C)(C(C)C)C(C)C)=O (3R,4S)-1-(4-methoxyphenyl)-4-(2-methylprop-1-en-1-yl)-3-((triisopropylsilyl)oxy)azetidin-2-one